C(C1CO1)OCC[Si](OCC)(OCC)CC (2-glycidoxyethyl)ethyldiethoxysilane